N-(5-(6-(3-oxa-7-azabicyclo[3.3.1]non-7-yl)-[1,2,4]triazolo[1,5-a]pyridin-2-yl)-8-(methylamino)-2,7-naphthyridin-3-yl)cyclopropanecarboxamide C12COCC(CN(C1)C=1C=CC=3N(C1)N=C(N3)C3=C1C=C(N=CC1=C(N=C3)NC)NC(=O)C3CC3)C2